6-[4-amino-5-(trifluoromethyl)pyrimidin-2-yl]-2-[(4R)-4-cyclopropyl-4-[[6-oxo-5-(trifluoromethyl)-1H-pyridazin-4-yl]amino]butyl]-7-fluoro-isoquinolin-1-one NC1=NC(=NC=C1C(F)(F)F)C=1C=C2C=CN(C(C2=CC1F)=O)CCC[C@@H](NC=1C=NNC(C1C(F)(F)F)=O)C1CC1